C(C)(C)(C)CC(C(=O)OO)(C)C.CN(C1=CC=CC=C1)CCCO N-methyl-N-(hydroxypropyl)aniline tertiary butylperoxypivalate